COC(OC)[SiH2]CCCN1CN(CCC1)C 1-[3-(dimethoxymethylsilyl)propyl]-3-methylhexahydropyrimidine